C(CCCCCCCCCCC(=O)O)(=O)O.C(CCCCC)(O)O hexanediol dodecandioate